NC1=NC=2N(C=C1)N=C(C2C#N)C=2OC=CC2 5-amino-2-(2-furyl)pyrazolo[1,5-a]pyrimidine-3-carbonitrile